1-benzyl-3-[2-(2-chloro-6-methylpyridin-3-yl)ethyl]-N-[(4-methoxyphenyl)methyl]pyrrolidin-3-amine C(C1=CC=CC=C1)N1CC(CC1)(NCC1=CC=C(C=C1)OC)CCC=1C(=NC(=CC1)C)Cl